CN1CCN(CC1)CCCNC(C)=O N-[3-(4-methyl-piperazin-1-yl)-propyl]-acetamide